[C@H]1(OCCC2=CC=CC=C12)C1NCC(C1)(C)C 2-((R)-isochroman-1-yl)-4,4-dimethylpyrrolidine